(Z)-1-(3-(tert-butyl)isoxazol-5-yl)-3-(5-fluoro-3-((4-methyl-1H-imidazol-5-yl)methylene)-2-oxindol-6-yl)urea C(C)(C)(C)C1=NOC(=C1)NC(=O)NC1=C(C=C2/C(/C(NC2=C1)=O)=C/C1=C(N=CN1)C)F